FC(OC=1C=C(C=CC1Cl)C1=CN=C2C(=N1)NN=C2)F 6-(3-(difluoromethoxy)-4-chlorophenyl)-1H-pyrazolo[3,4-b]pyrazine